1,3,5-tris(3-methyl-5-nitropyridin-2-yloxy)benzene CC=1C(=NC=C(C1)[N+](=O)[O-])OC1=CC(=CC(=C1)OC1=NC=C(C=C1C)[N+](=O)[O-])OC1=NC=C(C=C1C)[N+](=O)[O-]